C(CCCCCCC\C=C/CCCCCCCC)(=O)O.C(CCCCCCC\C=C/CCCCCCCC)(=O)O.C(CCCCCCC\C=C/CCCCCCCC)(=O)O.CCCC methyl-propane trioleate